8-fluoro-1-methyl-2,4-dioxo-1,2-dihydroquinazolin FC=1C=CC=C2C(NC(N(C12)C)=O)=O